(4-pentylcyclohexyl)biphenyl C(CCCC)C1CCC(CC1)C1=C(C=CC=C1)C1=CC=CC=C1